2',6-bis(trifluoromethyl)-[3,4'-bipyridine]-2-amine FC(C1=NC=CC(=C1)C=1C(=NC(=CC1)C(F)(F)F)N)(F)F